N-(7-methoxy-4-(1-methyl-3-phenyl-1H-pyrazol-4-yl)quinazolin-6-yl)-3-methyl-1-(trifluoromethyl)-1H-pyrazole-4-carboxamide COC1=C(C=C2C(=NC=NC2=C1)C=1C(=NN(C1)C)C1=CC=CC=C1)NC(=O)C=1C(=NN(C1)C(F)(F)F)C